C(C)(C)(C)N1C[C@@H](N(CC1)C=1N=CC2=C(N1)C(=NC=N2)NC2=CC(=C(C=C2)OC2=CC=1N(C=C2)N=CN1)C)C Tert-butyl-(3S)-3-methyl-4-{8-[(3-methyl-4-{[1,2,4]triazolo[1,5-a]pyridin-7-yloxy}phenyl)amino]pyrimido[5,4-d][1,3]diazin-2-yl}piperazine